FC(C(=O)N(C)[C@H]1C[C@H](N(CC1)C(=O)N1CC2(CCCC2)[C@@H](CC1)CN1C(C=C(C=C1)C1=C(C=CC=C1)OC)=O)C1=CC=CC=C1)(F)F 2,2,2-Trifluoro-N-((2S,4R)-1-((R)-10-((4-(2-methoxyphenyl)-2-oxopyridin-1(2H)-yl)methyl)-7-azaspiro[4.5]decane-7-carbonyl)-2-phenylpiperidin-4-yl)-N-methylacetamide